2-(4-(methoxymethyl)-4-methylpiperidin-1-yl)-6-methyl-4-oxo-4H-chromen COCC1(CCN(CC1)C=1OC2=CC=C(C=C2C(C1)=O)C)C